FC(OC1=CC=C(C=C1)S(=O)(=O)N1[C@H]2CC3(C[C@@H]1CC2)CN(C3)CC(C)(O)C)F 1-((1'R,5'S)-8'-((4-(difluoromethoxy)phenyl)sulfonyl)-8'-azaspiro[azetidine-3,3'-bicyclo[3.2.1]octan]-1-yl)-2-methylpropan-2-ol